C(C1=CC=CC=C1)(=O)C1=C2N(C=3C(=C(C(=C(C13)F)F)C#N)F)CCCN2 10-benzoyl-7-cyano-6,8,9-trifluoro-1,2,3,4-tetrahydropyrimidino[1,2-a]indole